(E)-3-(1-acetyl-1H-indol-3-yl)-1-(2,6-dimethoxypyridin-4-yl)-2-methylpropan-2-en-1-one C(C)(=O)N1C=C(C2=CC=CC=C12)/C=C(/C(=O)C1=CC(=NC(=C1)OC)OC)\C